S1C(=NC2=C1C=CC=C2)C2=C(C=CC=C2)C=CC(C=CC2=CC=C(C=C2)Br)=O 1-(2-(2-benzothiazolyl)phenyl)-5-(4-bromophenyl)-1,4-pentadien-3-one